dimethyl azobis(2-methyl propionate) N(=NC(C(=O)OC)(C)C)C(C(=O)OC)(C)C